BrC=1C=C2C3(CN(C2=CC1)C(=O)C=1OC(=CC1)C(O)C1CCCC1)CCC1(CC3)CC1 (5''-bromodispiro[cyclopropane-1,1'-cyclohexane-4',3''-indolin]-1''-yl)(5-(cyclopentyl(hydroxy)methyl)furan-2-yl)methanone